4-(2,3-dihydro-1,4-benzodioxin-6-ylamino)-2-[3-methoxy-4-(3-piperidinopropoxy)phenylamino]pyrimidine O1CCOC2=C1C=CC(=C2)NC2=NC(=NC=C2)NC2=CC(=C(C=C2)OCCCN2CCCCC2)OC